ClC1=C(C=CC(=C1)OCC1=CC=C(C=C1)OC)O 2-chloro-4-[(4-methoxyphenyl)methoxy]phenol